1-(4-fluorophenyl)-2-oxo-3-pyrrolidone-4-carboxylic acid FC1=CC=C(C=C1)N1C(C(C(C1)C(=O)O)=O)=O